ClC1=CC(=C(COC=2C=C(C=CC2F)C2=CC(=CC=C2)F)C=C1)F 3'-((4-chloro-2-fluorobenzyl)oxy)-3,4'-difluoro-[1,1'-biphenyl]